C([C@@H]1C(=C([C@H]2[C@@H](O1)NC3=C(N2)C(=O)NC(=N3)N)[S-])[S-])OP(=O)([O-])[O-].C([C@@H](C(=O)O)N)[S-].O=[Mo]=O The molecule is moCo in eukaryotic sulfite oxidase. It is a molybdopterin cofactor and a Mo-molybdopterin cofactor. It derives from a sulfurated eukaryotic molybdenum cofactor(2-).